(3s,4s)-3-(((benzyloxy) carbonyl) amino)-4-hydroxy-4-methylazepan-1-carboxylate C(C1=CC=CC=C1)OC(=O)N[C@H]1CN(CCC[C@]1(C)O)C(=O)[O-]